C/C=C/C(=O)C1=C(C=CCC1(C)C)C The molecule is a cyclic monoterpene ketone that is 2,6,6-trimethylcyclohexa-1,3-diene substituted at position 1 by a crotonoyl group. It has a role as a fragrance, a volatile oil component and a plant metabolite. It is an enone, an apo carotenoid monoterpenoid and a cyclic monoterpene ketone.